FC1(CCC2=C1N=C(N=C2N2C[C@@H]1C([C@@H]1C2)CCN2CCN(CC2)C)N2[C@H](CC2)C)F 2-((1R,5S,6R)-3-(7,7-difluoro-2-((S)-2-methylazetidin-1-yl)-6,7-dihydro-5H-cyclopenta[d]pyrimidin-4-yl)-3-azabicyclo[3.1.0]hexan-6-yl)-1-(4-methylpiperazin-1-yl)ethane